Cl.FC(C(C)(C)C1(CCC(CC1)N)N)F 1-(1,1-difluoro-2-methylpropan-2-yl)cyclohexane-1,4-diamine hydrochloride